FC=1C=C(C=C(C1OC1CC2(C1)CCC2)F)NC(=O)C=2N=C(OC2CC(F)(F)F)N2CCCC2 N-(3,5-difluoro-4-(spiro[3.3]heptan-2-yloxy)phenyl)-2-(pyrrolidin-1-yl)-5-(2,2,2-trifluoroethyl)oxazole-4-carboxamide